(2S)-N-[4-(3-cyanophenyl)-5-(2,6-dimethyl-4-pyridinyl)thiazol-2-yl]-2-(1-hydroxy-1-methyl-ethyl)azetidine-1-carboxamide C(#N)C=1C=C(C=CC1)C=1N=C(SC1C1=CC(=NC(=C1)C)C)NC(=O)N1[C@@H](CC1)C(C)(C)O